8-Chloro-2-[1-[(3,3-difluorocyclobutyl)methyl]-5-methyl-pyrazol-4-yl]-7-[(2-methyl-3H-benzimidazol-5-yl)oxy]quinoxaline ClC=1C(=CC=C2N=CC(=NC12)C=1C=NN(C1C)CC1CC(C1)(F)F)OC1=CC2=C(N=C(N2)C)C=C1